bis-(4-bromophenyl) diselenide BrC1=CC=C(C=C1)[Se][Se]C1=CC=C(C=C1)Br